C(C)OC1CC(N(CC1)C(=O)OCC1=CC=CC=C1)C1=CC(=C(C=C1)C(=O)OC)NC benzyl 4-ethoxy-2-[4-(methoxycarbonyl)-3-(methylamino)phenyl]piperidine-1-carboxylate